N-(7-([1,1'-biphenyl]-3-ylmethyl)-6-isobutyryl-2,6-diazaspiro[3.4]octan-8-yl)methanesulfonamide C1(=CC(=CC=C1)CC1N(CC2(CNC2)C1NS(=O)(=O)C)C(C(C)C)=O)C1=CC=CC=C1